(2S)-2-(((2S,5R)-2-carbamoyl-4-methyl-7-oxo-1,6-diazabicyclo[3.2.1]oct-3-en-6-yl) oxy)-2-fluoroacetate C(N)(=O)[C@H]1N2C(N([C@H](C(=C1)C)C2)O[C@H](C(=O)[O-])F)=O